3-[(3S)-4,4-difluorotetrahydrofuran-3-yl]-1-[(1R)-1-(3-fluoro-4-pyridyl)ethyl]-1-methyl-urea FC1([C@H](COC1)NC(N(C)[C@H](C)C1=C(C=NC=C1)F)=O)F